N1C(=CC2=CC=CC=C12)C1=CC=CC=2[C@@]34CCCC[C@H]3[C@@H](CC12)NCC4 indolyl-morphinane